ClC1=NC(=CC(=N1)CNC(OC(C)(C)C)=O)NC1CCC(CC1)(F)F tert-butyl ((2-chloro-6-((4,4-difluorocyclohexyl)amino)pyrimidin-4-yl)methyl)carbamate